(S)-2-(3-(2-(3-fluoroazetidin-1-yl)ethyl)-5-Methyl-6-oxopyridazin-1(6H)-yl)-4-methylpentanoic acid FC1CN(C1)CCC1=NN(C(C(=C1)C)=O)[C@H](C(=O)O)CC(C)C